[8]annulen C1=CC=CC=CC=C1